(3-(2-hydroxy-4-(trifluoromethyl)phenyl)-5-(2-hydroxyphenyl)-1H-1,2,4-triazol-1-yl)-4-methoxybenzophenone OC1=C(C=CC(=C1)C(F)(F)F)C1=NN(C(=N1)C1=C(C=CC=C1)O)C1=C(C(=O)C2=CC=CC=C2)C=CC(=C1)OC